C1(CC1)C(=O)NC=1C=C(C(=O)N)C=CN1 2-(cyclopropanecarboxamido)isonicotinamide